N-pentacosyl-ethylenediamine C(CCCCCCCCCCCCCCCCCCCCCCCC)NCCN